FC(C=1N=C(NC1)C12C3C4C5(C(C14)C2C53)C(=O)O)(F)F 4-(4-(trifluoromethyl)-1H-imidazol-2-yl)cubane-1-carboxylic acid